6-(hydroxymethyl)tetrahydro-2H-pyran-2,3,4,5-tetraol OCC1C(C(C(C(O1)O)O)O)O